C(C)OC(CS(=O)(=O)CC(CCCC(C(=O)O)(C)C1=CC(=CC=C1)C(C)CC(=O)OCC)(C)C)=O 7-((2-ethoxy-2-oxoethyl)sulfonyl)-2-(3-(4-ethoxy-4-oxobutan-2-yl)phenyl)-2,6,6-trimethylheptanoic acid